3-(3-(4-((4-fluorophenoxy)methyl)phenoxy)azetidin-1-yl)-2-(1H-pyrrol-1-yl)benzoic acid FC1=CC=C(OCC2=CC=C(OC3CN(C3)C=3C(=C(C(=O)O)C=CC3)N3C=CC=C3)C=C2)C=C1